BrC1=CC=C(C=C1)C(C(=O)N)OC 2-(4-bromo-phenyl)-2-methoxy-acetamide